C(C)(C)(C)OC(=O)N1CCC(=CC1(C)C)C1=NC=CC=C1 6,6-dimethyl-4-(2-pyridinyl)-2,3-dihydropyridine-1-carboxylic acid tert-butyl ester